2-Chloro-N4-(2,3-dihydrobenzo[b][1,4]dioxin-6-yl)-5-methylpyrimidin-4-amine ClC1=NC=C(C(=N1)NC1=CC2=C(OCCO2)C=C1)C